tert-butyl (S)-(1-((2-amino-5-nitrophenyl)amino)-1-thioxopropan-2-yl)(methyl)carbamate NC1=C(C=C(C=C1)[N+](=O)[O-])NC([C@H](C)N(C(OC(C)(C)C)=O)C)=S